3-[4-methylphenyl]-N-phenylurea CC1=CC=C(C=C1)NC(NC1=CC=CC=C1)=O